O=C1N(CCC(N1)=O)C=1C=C2C(=NC1)N(C=C2C)[C@@H]2C(CN(CC2)CC2CCN(CC2)C(=O)OC(C)(C)C)(F)F tert-Butyl (S)-4-((4-(5-(2,4-dioxotetrahydropyrimidin-1(2H)-yl)-3-methyl-1H-pyrrolo[2,3-b]pyridin-1-yl)-3,3-difluoropiperidin-1-yl)methyl)piperidine-1-carboxylate